(4-fluorophenyl)dimethylsilane FC1=CC=C(C=C1)[SiH](C)C